4-bromo-3-(3-methoxy-2,2-dimethylpropoxy)-N-(5-(5-methyl-1H-pyrazol-1-yl)-1,3,4-thiadiazol-2-yl)-2-oxo-2H-pyran-6-carboxamide BrC1=C(C(OC(=C1)C(=O)NC=1SC(=NN1)N1N=CC=C1C)=O)OCC(COC)(C)C